Octacosa-15,18-dienoic acid C(CCCCCCCCCCCCCC=CCC=CCCCCCCCCC)(=O)O